2-(7-(5-(chlorodifluoromethyl)-1,2,4-oxadiazol-3-yl)imidazo[1,2-a]pyridin-2-yl)acetamide ClC(C1=NC(=NO1)C1=CC=2N(C=C1)C=C(N2)CC(=O)N)(F)F